NC1=C(SC=2N=C(N=C(C21)C2=CC(=CC=C2)NC(C2=CC=NC=C2)=O)SC)C(=O)NC(C)(C)C 5-amino-N-(tert-butyl)-4-(3-(isonicotinamido)phenyl)-2-(methylthio)thieno-[2,3-d]pyrimidine-6-carboxamide